C(C)N(C1=CC=C(C=N1)[C@H](C)N(S(=O)C(C)(C)C)C)CC N-((S)-1-(6-(diethylamino)pyridin-3-yl)ethyl)-N,2-dimethylpropane-2-sulfinamide